(2S)-2-cyclohexylpropionic acid C1(CCCCC1)[C@@H](C(=O)O)C